lithium (S)-2-(4-(3-((tert-butoxycarbonyl)amino)-3-(4-(4-methylthiazol-5-yl)phenyl)propyl)piperazin-1-yl)acetate C(C)(C)(C)OC(=O)N[C@@H](CCN1CCN(CC1)CC(=O)[O-])C1=CC=C(C=C1)C1=C(N=CS1)C.[Li+]